terbium (III) dihydrate O.O.[Tb+3]